COC=1C=CC(=C(C1)N(CC(=O)OC)CC(C)=O)C methyl 2-((5-methoxy-2-methylphenyl)(2-oxopropyl)amino)acetate